2-(2,3-Dichloro-6-methoxyphenyl)-7-azaspiro[3.5]nonane ClC1=C(C(=CC=C1Cl)OC)C1CC2(C1)CCNCC2